2-((4-chloro-5-fluoro-2-(2-methoxy-7-methylquinoxalin-5-yl)benzo[d]Thiazol-6-yl)oxy)-1-morpholinoethanone ClC1=C(C(=CC2=C1N=C(S2)C2=C1N=CC(=NC1=CC(=C2)C)OC)OCC(=O)N2CCOCC2)F